1-(3,4-Dimethoxyphenyl)-2-(4-diphenylmethylpiperazinyl)ethanol dihydrochloride COC1=C(C=C(C=C1)C(CN2CCN(CC2)C(C3=CC=CC=C3)C4=CC=CC=C4)O)OC.Cl.Cl